(3AR,6aS)-N2-(4-(2,6-dimethylmorpholino)-3-fluorophenyl)octahydro-pentalene-2,5-diamine CC1OC(CN(C1)C1=C(C=C(C=C1)NC1C[C@@H]2CC(C[C@@H]2C1)N)F)C